NCC(=O)NC1=CC=C(C=C1)CCCC(C(=O)O)(C)C 5-(4-(2-aminoacetamido)phenyl)-2,2-dimethylpentanoic acid